[(1R)-2-[(3S)-7-methyl-2,3-dihydro-1-benzofuran-3-yl]-1-{[(1S,2R,4R)-7-oxabicyclo[2.2.1]heptan-2-yl]formamido}ethyl]boronic acid CC1=CC=CC=2[C@@H](COC21)C[C@H](NC(=O)[C@H]2[C@@H]1CC[C@H](C2)O1)B(O)O